IC=1C=C(C=CC1OC)NC1=CC(=NC2=CC=CC=C12)C#N 4-((3-iodo-4-methoxyphenyl)amino)quinoline-2-carbonitrile